5-((3-(3-(((2-Chloro-[1,1'-biphenyl]-4-yl)methyl)amino)propoxy)propyl)amino)benzo[c][2,6]naphthyridine-8-carboxamide ClC1=C(C=CC(=C1)CNCCCOCCCNC1=NC2=C(C3=CN=CC=C13)C=CC(=C2)C(=O)N)C2=CC=CC=C2